1-[4-(1-Methyl-piperidine-4-sulfonyl)-phenyl]-3-pyridin-4-ylmethyl-urea CN1CCC(CC1)S(=O)(=O)C1=CC=C(C=C1)NC(=O)NCC1=CC=NC=C1